(3R)-3-amino-1-[3-(trifluoromethyl)-6,8-dihydro-5H-[1,2,4]triazolo[4,3-a]pyrazin-7-yl]-4-(2,4,5-trifluorophenyl)butan-1-one N[C@@H](CC(=O)N1CC=2N(CC1)C(=NN2)C(F)(F)F)CC2=C(C=C(C(=C2)F)F)F